3,8-Phenanthroline C1=CN=CC2=CC=C3C=NC=CC3=C12